CN1N=CC=2C(=CC=CC12)S(=O)O 1-methyl-1H-indazole-4-sulfinic acid